N-(2-(4-Cyanothiazolidin-3-yl)-2-oxoethyl)-6-((3,3-difluorocyclobutyl)methoxy)quinoline-4-carboxamide C(#N)C1N(CSC1)C(CNC(=O)C1=CC=NC2=CC=C(C=C12)OCC1CC(C1)(F)F)=O